(3-(Bis(4-methoxybenzyl)amino)-2-fluoro-5-methyl-6-(2,2,2-trifluoroethyl)phenyl)boronic acid COC1=CC=C(CN(C=2C(=C(C(=C(C2)C)CC(F)(F)F)B(O)O)F)CC2=CC=C(C=C2)OC)C=C1